Cl.CC=1C=C2C3=C(NC2=CC1)CC1CCC3N1 2-Methyl-5,6,7,8,9,10-hexahydro-7,10-epiminocyclohepta[b]indole hydrochloride